ClC1=C2C(=CC=C1F)N(C(C21CCN(CC1)C(=O)C=1C=C2C=NNC2=CC1)=O)CC(=O)N1CC(CC1)F 4-chloro-5-fluoro-1-[2-(3-fluoropyrrolidin-1-yl)-2-oxoethyl]-1'-(1H-indazole-5-carbonyl)spiro[indole-3,4'-piperidin]-2-one